5-chloro-2-(3-chloro-2-pyridinyl)pyrazole-3-carboxylic acid ClC=1C=C(N(N1)C1=NC=CC=C1Cl)C(=O)O